N-Phthaloyl-aza-lysine C(C=1C(C(=O)O)=CC=CC1)(=O)NN(CCCCN)C(=O)O